COC1=C(C=CC(=C1)OC(F)(F)F)N[C@@H]1[C@@H](CN(CC1)C=1C2=C(N(C(C1C#N)=O)C)SC(=N2)C)C 7-[(3R,4S)-4-{[2-methoxy-4-(trifluoromethoxy)phenyl]amino}-3-methylpiperidin-1-yl]-2,4-dimethyl-5-oxo-4H,5H-[1,3]thiazolo[5,4-b]pyridine-6-carbonitrile